NC1=NC=CC=C1C1=NC=2C(=NC(=CC2)N2N=CC=C2)N1C=1C=C2CC[C@@H](C2=CC1)NC1CC2(C1)CNCC2 N-[(1S)-5-[2-(2-aminopyridin-3-yl)-5-(pyrazol-1-yl)imidazo[4,5-b]pyridin-3-yl]-2,3-dihydro-1H-inden-1-yl]-6-azaspiro[3.4]octan-2-amine